ClC1=CC(=NC(=N1)S(=O)(=O)C)NC1CCC(CC1)(F)F 6-chloro-N-(4,4-difluorocyclohexyl)-2-(methylsulfonyl)pyrimidin-4-amine